FC1=CC=C(C=C1)C1(CN(C1)C(=O)OC(C)(C)C)CNC1=CC(=NC=2N1N=C(C2)C=O)C(F)(F)F tert-butyl 3-(4-fluorophenyl)-3-(((2-formyl-5-(trifluoromethyl)pyrazolo[1,5-a]pyrimidin-7-yl)amino)methyl)azetidine-1-carboxylate